FC=1C(=C(C(=NC1)OC)OC)C1=C(C=NC(=C1)C)C(=O)O 5'-fluoro-2',3'-dimethoxy-6-methyl-[4,4'-bipyridine]-3-carboxylic acid